3-chloropropyl (2R,3S)-3-((N,N-dimethylsulfamoyl)amino)-2-((((1s,4S)-4-(3-hydroxyphenyl)cyclohexyl)oxy)methyl)piperidine-1-carboxylate CN(S(=O)(=O)N[C@@H]1[C@@H](N(CCC1)C(=O)OCCCCl)COC1CCC(CC1)C1=CC(=CC=C1)O)C